4-(5-(((1s,4s)-4-(3-(trifluoromethyl)-1H-pyrazol-1-yl)cyclohexyl)oxy)-1,6-naphthyridin-7-yl)morpholine FC(C1=NN(C=C1)C1CCC(CC1)OC1=C2C=CC=NC2=CC(=N1)N1CCOCC1)(F)F